[Sn](Br)I.C(=N)N Formamidine tin iodide bromide